2-methyl-5-((trimethylsilyl)ethynyl)-1H-benzo[d]imidazole CC1=NC2=C(N1)C=CC(=C2)C#C[Si](C)(C)C